((1r,4r)-4-((tert-butoxycarbonyl)amino)cyclohexyl)methyl 4-methylbenzenesulfonate CC1=CC=C(C=C1)S(=O)(=O)OCC1CCC(CC1)NC(=O)OC(C)(C)C